OC1(CCC1)CN1C(NCC12CCC(CC2)C2=CC=CC=C2)=O 1-(1-hydroxy-cyclobutylmethyl)-8-phenyl-1,3-diazaspiro[4.5]decan-2-one